2,2'-Azobis(2-methylpropanimidamid) dihydrochlorid Cl.Cl.N(=NC(C(N)=N)(C)C)C(C(N)=N)(C)C